2s,3s-3-Methylaspartic Acid C[C@@H]([C@@H](C(=O)O)N)C(=O)O